Cl.C(C)NCC1CCC(CC1)C(=O)O 4-[(Ethylamino)methyl]cyclohexane-1-carboxylic acid hydrochloride salt